5-(Bromomethyl)-1-((2-(trimethylsilyl)ethoxy)methyl)-1H-benzo[d][1,2,3]triazole BrCC1=CC2=C(N(N=N2)COCC[Si](C)(C)C)C=C1